2-hydroxyethyl methacrylate phosphate P(=O)(O)(O)O.C(C(=C)C)(=O)OCCO